CC(C)CCC[C@@H](C)[C@H]1CCC2=C3CC=C4C[C@H](CC[C@]4(C)[C@H]3CC[C@]12C)O cholesta-5,8(14)-dien-3β-ol